2-((S)-1-acryloyl-4-(7-(benzothien-4-yl)-8-fluoro-2-(((S)-1-methylpyrrolidin-2-yl)methoxy)quinazolin-4-yl)piperazin-2-yl)acetonitrile C(C=C)(=O)N1[C@H](CN(CC1)C1=NC(=NC2=C(C(=CC=C12)C1=CC=CC2=C1C=CS2)F)OC[C@H]2N(CCC2)C)CC#N